CN1CC2CCC(C1)N2C(=O)C=2C=C1C(=NC2)NC=C1C1=CC=2N(C=C1)N=CC2C(=O)NC2CCN(CC2)C 5-(5-(3-methyl-3,8-diazabicyclo[3.2.1]octane-8-carbonyl)-1H-pyrrolo[2,3-b]pyridin-3-yl)-N-(1-methylpiperidin-4-yl)pyrazolo[1,5-a]pyridine-3-carboxamide